C1=CC=CC=2C3=CC=CC=C3C(C12)COC(=O)N([C@H]1C\C=C/CCN(C1=O)[C@H](CN(CC(=O)O)C)CC1=CC=C(C=C1)C(F)(F)F)C 2-[[(2S)-2-[(4Z,7S)-7-[9H-Fluoren-9-ylmethoxycarbonyl-(methyl)amino]-8-oxo-2,3,6,7-tetrahydroazocin-1-yl]-3-[4-(trifluoromethyl)phenyl]propanyl]-methyl-amino]acetic acid